FC=1C(=C(C=CC1F)[C@H]1[C@@H](O[C@@H]([C@H]1C)C)C(=O)NC1=CC(=NC=C1)C(=O)N)OC (2R,3S,4S,5R)-4-[[3-(3,4-Difluoro-2-methoxy-phenyl)-4,5-dimethyl-tetrahydrofuran-2-carbonyl]amino]pyridin-2-carboxamid